OC(CCCCCCCCCCCCCCCCC(=O)O)CCC(CCCC)O 18,21-Dihydroxypentacosanoic acid